6-bromo-5-fluoro-3,3-dimethyl-2-oxo-2,3-dihydro-1H-pyrrolo[3,2-b]pyridine-1-carboxylic acid tert-butyl ester C(C)(C)(C)OC(=O)N1C(C(C2=NC(=C(C=C21)Br)F)(C)C)=O